ClC1=CC(=C(C=C1Cl)N1CCC(CC1)C(=O)O)OC (4,5-dichloro-2-methoxyphenyl)piperidine-4-carboxylic acid